C(=C/CC)/C=1C(=C2C=NNC2=CC1Cl)C1=C(C=2N=C(N=C(C2C=N1)N1C[C@@](CCC1)(O)C)OC[C@]12CCCN2C[C@@H](C1)F)F (3R)-1-(7-(5-((Z)-but-1-en-1-yl)-6-chloro-1H-indazol-4-yl)-8-fluoro-2-(((2R,7aS)-2-fluorotetrahydro-1H-pyrrolizin-7a(5H)-yl)methoxy)pyrido[4,3-d]pyrimidin-4-yl)-3-methylpiperidin-3-ol